1-(9Z-pentadecenoyl)-2-(5Z,8Z,11Z,14Z-eicosatetraenoyl)-glycero-3-phosphoserine CCCCC/C=C\CCCCCCCC(=O)OC[C@H](COP(=O)(O)OC[C@@H](C(=O)O)N)OC(=O)CCC/C=C\C/C=C\C/C=C\C/C=C\CCCCC